CNCCS(=O)(=O)O 2-(N-methylamino)ethanesulfonic acid